C1(CC1)CN1C=C(C=2C1=NC=C(C2)C=2C(=NOC2C)C)C=2C=C(C(=O)O)C=CC2 3-(1-(cyclopropylmethyl)-5-(3,5-dimethylisoxazol-4-yl)-1H-pyrrolo[2,3-b]pyridin-3-yl)benzoic acid